1-(4-chlorophenyl)-7-isopropoxy-6-methoxy-2-[4-(methylamino)phenyl]-1,4-dihydroisoquinoline ClC1=CC=C(C=C1)C1N(CCC2=CC(=C(C=C12)OC(C)C)OC)C1=CC=C(C=C1)NC